C(CCCCCCCCC)(=O)OC(CSCCCCC)CCCCCC(CCCCCC(CSCCCCC)OC(CCCCCCCCC)=O)NCCCCO[Si](C1=CC=CC=C1)(C1=CC=CC=C1)C(C)(C)C 8-((4-((tert-Butyldiphenylsilyl)oxy)butyl)amino)-1,15-bis(pentylthio)pentadecane-2,14-diyl bis(decanoate)